FC=1C=C(N)C=C(C1C=1C=NC(=CC1)C)C=1N=NN(N1)C(C1=CC=CC=C1)(C1=CC=CC=C1)C1=CC=CC=C1 3-fluoro-4-(6-methylpyridin-3-yl)-5-(2-trityl-2H-tetrazol-5-yl)aniline